distearoyl citrate C(CC(O)(C(=O)[O-])CC(=O)OC(CCCCCCCCCCCCCCCCC)=O)(=O)OC(CCCCCCCCCCCCCCCCC)=O